(4Z)-4-(1,3-Benzothiazol-6-ylmethylene)-2-[(1-methyl-4-piperidyl)methylamino]-1H-imidazol-5-one S1C=NC2=C1C=C(C=C2)\C=C\2/N=C(NC2=O)NCC2CCN(CC2)C